C1(CC1)N1C=C(C(C2=CC(=C(C(=C12)OC)N1CC2N(CCCC2C1)C(C)=O)F)=O)C(C=CC=1OC=CC1)=O 1-cyclopropyl-6-fluoro-7-(1-acetyl-octahydro-6H-pyrrolo[3,4-b]pyridin-6-yl)-3-[3-(furan-2-yl)acryloyl]-8-methoxyquinolin-4(1H)-one